CC1(NC(CC1)(C)C)C 2,2,5,5-tetramethylpyrrolidin